N-(3-fluoro-4-((1-isopropyl-2-oxo-2,3-dihydro-1H-imidazo[4,5-b]pyridine-7-yl)oxy)phenyl)-5-(trifluoromethyl)-1-(4-(trifluoromethyl)pyridine-2-yl)-1H-pyrazole-4-carboxamide FC=1C=C(C=CC1OC1=C2C(=NC=C1)NC(N2C(C)C)=O)NC(=O)C=2C=NN(C2C(F)(F)F)C2=NC=CC(=C2)C(F)(F)F